(2S)-2-{7-chloro-6-[1-(dimethylamino)ethyl]-1,1-dioxo-3,4-dihydro-5,1lambda6,2-benzoxathiazepin-2-yl}-3-(6-fluoro-2,3-dimethylphenyl)butanoic acid ClC=1C=CC2=C(OCCN(S2(=O)=O)[C@H](C(=O)O)C(C)C2=C(C(=CC=C2F)C)C)C1C(C)N(C)C